C(C)(C)(C)OC(=O)N([C@H](C(=O)O)CC1=CC=C(C=C1)Cl)C (S)-2-((tert-Butoxycarbonyl)(methyl)amino)-3-(4-chlorophenyl)propanoic acid